3-(trifluoromethylsulfonyl)benzenesulfonamide FC(S(=O)(=O)C=1C=C(C=CC1)S(=O)(=O)N)(F)F